FC(C(=O)N1CCC1)(F)F (2,2,2-trifluoroacetyl)azetidin